C1(CC1)C=1C=C(N(N1)C)C(=O)NC(C(=O)O)C 2-[(5-cyclopropyl-2-methyl-pyrazole-3-carbonyl)amino]Propionic acid